tert-butyl 3-[[tert-butyl(diphenyl)silyl]oxymethyl]-4-[7-(3-hydroxy-1-naphthyl)-2-(3-morpholinopropoxy)-6,8-dihydro-5H-pyrido[3,4-d]pyrimidin-4-yl]piperazine-1-carboxylate [Si](C1=CC=CC=C1)(C1=CC=CC=C1)(C(C)(C)C)OCC1CN(CCN1C=1C2=C(N=C(N1)OCCCN1CCOCC1)CN(CC2)C2=CC(=CC1=CC=CC=C21)O)C(=O)OC(C)(C)C